2-(4-hydroxy-3-methylbutanamido)-4-phenylbutanoate OCC(CC(=O)NC(C(=O)[O-])CCC1=CC=CC=C1)C